O1[C@@H](COCC1)COC=1N2CCC3=C(C2=C(C(C1)=O)C)C=CC(=C3)N3CC(CCC3)C 4-[[(2S)-1,4-dioxan-2-yl]methoxy]-1-methyl-9-(3-methyl-1-piperidyl)-6,7-dihydrobenzo[a]quinolizin-2-one